1-(methylcarbamoyl)pentan CNC(=O)CCCCC